BrC=1C=C2CCN3C2=C(C1)CCC(C3=O)N(NC(NC)C(=O)N)CC3=C(C=CC=C3F)F (9-bromo-4-oxo-1,2,4,5,6,7-hexahydroazepino[3,2,1-hi]indol-5-yl)-1-[(2,6-difluorophenyl)methyl]-1,2,4-triazapentane-3-carboxamide